C(C)(C)(CC)P(CCCCCC)C(C)(C)CC di-tert-amyl-hexyl-phosphine